[Re](=O)(=O)(=O)OC1=NC=CC(=C1)C=C 4-vinylpyridinyl perrhenate